3-methyl-6-(nitromethyl)-5,6-dihydro-4H-cyclopenta[b]thiophen-4-one CC=1C2=C(SC1)C(CC2=O)C[N+](=O)[O-]